2-(5-(5-(methoxymethyl)thiophen-3-yl)-1H-imidazol-2-yl)piperidin COCC1=CC(=CS1)C1=CN=C(N1)C1NCCCC1